FC1=C(C=CC=C1)C#CC1=CC=C(C(=O)NCC2(COC2)O)C=C1 4-((2-fluorophenyl)ethynyl)-N-((3-hydroxyoxetan-3-yl)methyl)benzamide